N3-methyl-N5-((1s,2s)-2-methylcyclopropyl)-2-oxo-1,2-dihydropyridine-3,5-dicarboxamide CNC(=O)C=1C(NC=C(C1)C(=O)N[C@@H]1[C@H](C1)C)=O